bismuth sulfochloride S(=O)(=O)(O)Cl.[Bi]